3-(4-(3-((4-(4-bromo-7,7-dimethyl-5-oxo-5,7-dihydroindolo[1,2-a]quinazolin-9-yl)piperidin-1-yl)methyl)-1-oxa-8-azaspiro[4.5]decan-8-yl)phenyl)piperidine-2,6-dione BrC=1C=2C(N=C3N(C2C=CC1)C1=CC=C(C=C1C3(C)C)C3CCN(CC3)CC3COC1(C3)CCN(CC1)C1=CC=C(C=C1)C1C(NC(CC1)=O)=O)=O